(R)-2-(3-(4-amino-3-(5-fluoro-6-phenoxypyridin-3-yl)-1H-pyrazolo[3,4-d]pyrimidin-1-yl)piperidine-1-carbonyl)-3-cyclopropylacrylonitrile NC1=C2C(=NC=N1)N(N=C2C=2C=NC(=C(C2)F)OC2=CC=CC=C2)[C@H]2CN(CCC2)C(=O)C(C#N)=CC2CC2